[Fe](I)I.C(CCCCC)=N hexaanimine iron iodide